naphthoxane C1CCOC2=C1C1=CC=CC=C1C=C2